COCC1(CCN(CC1)C1=C(C=CC=2N1C=CN2)N)C 5-[4-(methoxymethyl)-4-methylpiperidin-1-yl]imidazo[1,2-a]pyridin-6-amine